OCC1CCN(CC1)C1=NC=CC(=C1)C1=CC(=NC=C1)NC(CC=1C=C(C=CC1)C)=O N-(2'-(4-(hydroxymethyl)piperidin-1-yl)-[4,4'-bipyridyl]-2-yl)-2-(m-tolyl)acetamide